ClC1=CC=C(C=C1)COC1=NN=C(S1)NC(=O)C=1C=NC(=CC1C1=C(C=CC=C1)OC)C(F)(F)F N-[5-[(4-chlorophenyl)methoxy]-1,3,4-thiadiazol-2-yl]-4-(2-methoxyphenyl)-6-(trifluoromethyl)pyridine-3-carboxamide